3-hydroxy-4,4-dimethyl-N-[(1S)-1-[3-(trifluoromethoxy)phenyl]ethyl]pentanamide OC(CC(=O)N[C@@H](C)C1=CC(=CC=C1)OC(F)(F)F)C(C)(C)C